FC=1C=C(CNC2=NC=CC=C2)C=CC1F N-(3,4-difluorobenzyl)pyridine-2-amine